(2S,4R)-1-[(2S)-2-[4-(benzyloxymethyl)triazol-1-yl]-3,3-dimethyl-butanoyl]-4-hydroxy-N-methyl-pyrrolidine-2-carboxamide C(C1=CC=CC=C1)OCC=1N=NN(C1)[C@H](C(=O)N1[C@@H](C[C@H](C1)O)C(=O)NC)C(C)(C)C